Methyl 2-bromo-4-((5-methyl-1,3,4-oxadiazol-2-yl)methyl)benzoate BrC1=C(C(=O)OC)C=CC(=C1)CC=1OC(=NN1)C